4-(chloromethyl)-1-trityl-1H-imidazole ClCC=1N=CN(C1)C(C1=CC=CC=C1)(C1=CC=CC=C1)C1=CC=CC=C1